The molecule is a hydroxamic acid anion resulting from the removal of a proton from each of the hydroxamic acid groups of desferrialbomycin delta1. It is a conjugate base of a desferrialbomycin delta1. CC(=O)N(CCC[C@@H](C(=O)N[C@@H](CCCN(C(=O)C)[O-])C(=O)N[C@@H](CCCN(C(=O)C)[O-])C(=O)N[C@@H](CO)C(=O)N[C@H]([C@@H]([C@@H]1[C@@H]([C@H]([C@@H](S1)N2C=CC(=O)N(C2=O)C)O)O)O)C(=O)O)N)[O-]